methyl 1-((1S)-1-(4-(3-azabicyclo[3.1.0]hex-3-yl) phenyl) ethyl)-4-(propan-1-yn-1-yl)-1H-indazole-7-carboxylate C12CN(CC2C1)C1=CC=C(C=C1)[C@H](C)N1N=CC2=C(C=CC(=C12)C(=O)OC)C#CC